3,5-bis(bromomethyl)-2,4,6-triethylbenzyl alcohol BrCC=1C(=C(CO)C(=C(C1CC)CBr)CC)CC